ClC=1C=C(C=CC1Cl)C=1C=C2C(=NC1)NN=C2C(=O)C=2C(=C(C=CC2F)NS(=O)(=O)CCC)F N-(3-(5-(3,4-Dichlorophenyl)-1H-pyrazolo[3,4-b]pyridin-3-carbonyl)-2,4-difluorophenyl)propan-1-sulfonamid